((4-isopropyl-6-methylpyrimidine-5-yl)amino)nicotinamide C(C)(C)C1=NC=NC(=C1NC1=C(C(=O)N)C=CC=N1)C